7-(2-(3-(benzo[d]thiazol-2-yl)phenoxy)ethoxy)-4-methyl-2H-benzopyran-2-one S1C(=NC2=C1C=CC=C2)C=2C=C(OCCOC1=CC3=C(C(=CC(O3)=O)C)C=C1)C=CC2